N1=NC=C(C=C1)C1=C(C(=O)N)C=CC=N1 (pyridazin-4-yl)nicotinamide